4-(methylthio)2-keto-butanoic acid CSCCC(C(=O)O)=O